NC(C(=O)O)CC1=CC=C(C=C1)C1=CC=C(C=C1)CCCC 2-amino-3-(4'-butylbiphenyl-4-yl)propanoic acid